ClC1=C(C=C2C(NC(S2)=S)=O)C=C(C=C1)Cl 5-(2,5-dichlorobenzylidene)-2-thioxothiazolidin-4-one